2-(furan-2-ylmethyldithiomethyl)furan O1C(=CC=C1)CSSCC=1OC=CC1